BrC=1C=C2C(N(C(=NC2=C(C1)I)C1CCOCC1)C)=O 6-bromo-8-iodo-3-methyl-2-tetrahydropyran-4-yl-quinazolin-4-one